1-(2,4,6-Trimethylphenyl)-2-(dicyclohexylphosphino)imidazol CC1=C(C(=CC(=C1)C)C)N1C(=NC=C1)P(C1CCCCC1)C1CCCCC1